chromium(III) dichloride hydroxide [OH-].[Cl-].[Cl-].[Cr+3]